CC1OC2=C(OC1)C=CC(=C2)C=O 3-methyl-2,3-dihydro-1,4-benzodioxine-6-carbaldehyde